FC1CCN(CC1)C1=CC(=C(C=C1)NC=1C=CC2=C(OCC(N2)=O)C1)C 7-((4-(4-fluoropiperidin-1-yl)-2-methylphenyl)amino)-2H-benzo[b][1,4]oxazin-3(4H)-one